BrC1=NC=CC(=C1)OCC(C)=O 1-((2-bromopyridin-4-yl)oxy)propan-2-one